2-Amino-N-[1-(4-chloro-7-{(3S)-3-[(methylsulfonyl)amino]piperidin-1-yl}-2H-indazol-6-yl)ethyl]pyrazolo[1,5-a]pyrimidine-3-carboxamide NC1=NN2C(N=CC=C2)=C1C(=O)NC(C)C=1C=C(C2=CNN=C2C1N1C[C@H](CCC1)NS(=O)(=O)C)Cl